FC1=C2C(=CNC2=CC(=C1)F)C1CN(CC1)C 4,6-difluoro-3-(1-methylpyrrolidin-3-yl)-1H-indole